C(C)(C)(C)OC(NC=1C=C2C(=NNC2=CC1)C(N)=O)=O 3-carbamoyl-1H-indazol-5-ylcarbamic acid tert-butyl ester